NC1=NC(=NC=C1)C=1C=C(C=C(C1)Cl)[C@H]1N(CC(OC1)(C)C)C(C=C)=O (R)-1-(5-(3-(4-aminopyrimidin-2-yl)-5-chlorophenyl)-2,2-dimethylmorpholino)prop-2-en-1-one